(Z)-N-((Z)-1-amino-2,2-dimethylpropylidene)-3-(4-fluorophenyl)-4-phenyl-N'-((4-(trifluoromethyl)phenyl)sulfonyl)-5,6-dihydropyridazine-1(4H)-carboximidamide N\C(\C(C)(C)C)=N/C(=N/S(=O)(=O)C1=CC=C(C=C1)C(F)(F)F)/N1N=C(C(CC1)C1=CC=CC=C1)C1=CC=C(C=C1)F